C(#N)N1[C@H](C[C@@](C1)(C)O)C(=O)N(C1=CC=C2C(CCNC2=C1)(C)C)C(C(=O)NC1CCC(CC1)(F)F)C=1C=NC=C(C1)F (2R,4R)-1-cyano-N-[2-[(4,4-difluorocyclohexyl)amino]-1-(5-fluoro-3-pyridyl)-2-oxo-ethyl]-N-(4,4-dimethyl-2,3-dihydro-1H-quinolin-7-yl)-4-hydroxy-4-methyl-pyrrolidine-2-carboxamide